FC1(NC(C=2C1=NC(=CC2)NC2=NC=C(C(=N2)N[C@H](CO)C2=CC=CC=C2)C2=NC(=NO2)C2=CC=NC=C2)=O)F (S)-7,7-difluoro-2-((4-((2-hydroxy-1-phenylethyl)amino)-5-(3-(pyridin-4-yl)-1,2,4-oxadiazol-5-yl)pyrimidin-2-yl)amino)-6,7-dihydro-5H-pyrrolo[3,4-b]pyridin-5-one